(trans-3-(5-chloro-3-cyclopropyl-1H-pyrazolo[3,4-b]pyridin-1-yl)cyclobutyl)methanol ClC=1C=C2C(=NC1)N(N=C2C2CC2)[C@@H]2C[C@H](C2)CO